2-Chloro-5-fluoro-benzaldehyde ClC1=C(C=O)C=C(C=C1)F